FC(CN1C(=NC=2C1=NC(=CC2)C=2C=CN1N=C(N=CC12)NC1CCN(CC1)CCC(F)(F)F)C)F 5-(3-(2,2-Difluoroethyl)-2-methyl-3H-imidazo[4,5-b]pyridin-5-yl)-N-(1-(3,3,3-trifluoropropyl)piperidin-4-yl)pyrrolo[2,1-f][1,2,4]triazin-2-amine